3-(3-Methyloxetan-3-yl)-3-oxopropionitrile CC1(COC1)C(CC#N)=O